CC1=CC=C(S1)C1CC(=NN1C(CC)=O)C1=C(C2=C(NC1=O)SC=C2)C 5-(5-(5-methylthiophen-2-yl)-1-propionyl-4,5-dihydro-1H-pyrazol-3-yl)-4-methylthieno[2,3-b]pyridin-6(7H)-one